2-(((tert-butyldiphenylsilyl)oxy)methyl)-6-isopropylaniline [Si](C1=CC=CC=C1)(C1=CC=CC=C1)(C(C)(C)C)OCC1=C(N)C(=CC=C1)C(C)C